BrC=1C=CC(=C(C1)C(C(=O)N[C@@H](CC(=O)OCC)C=1C=C(C=C(C1F)C)C1=C(C=CC=C1C)O)N1C(N(C2=C(C1=O)C=CN=C2)C)=O)F ethyl (3S)-3-[2-(5-bromo-2-fluorophenyl)-2-{1-methyl-2,4-dioxopyrido[3,4-d]pyrimidin-3-yl}acetamido]-3-{4-fluoro-2'-hydroxy-5,6'-dimethyl-[1,1'-biphenyl]-3-yl}propanoate